COC(COCCOCCOC)Br bromotriethylene glycol dimethyl ether